N[C@H](C(=O)N1CC2(C[C@H]1C(=O)N[C@H](C(=O)N)C[C@H]1C(NC(C1)(C)C)=O)CCCCC2)C(C)(C)C (3S)-2-[(2S)-2-amino-3,3-dimethyl-butanoyl]-N-[(1S)-2-amino-1-[[(3R)-5,5-dimethyl-2-oxo-pyrrolidin-3-yl]methyl]-2-oxo-ethyl]-2-azaspiro[4.5]decane-3-carboxamide